FC1=C(C#N)C=CC(=C1)N1C(=C(C(=C1C)C(CN1C2[C@@H](CC1CC2)O)=O)F)C (±)-2-fluoro-4-(3-fluoro-4-(2-((2R)-2-hydroxy-7-azabicyclo[2.2.1]heptan-7-yl)acetyl)-2,5-dimethyl-1H-pyrrol-1-yl)benzonitrile